C(CCCCCCCCCCCCCCC)N1C(=C(C(C=C1)=O)O)C(C)=O N-hexadecyl-2-acetyl-3-hydroxypyridin-4-one